CC=1C=NC(=NC1)C=1C(=C(C=CC1)NC1=NCN(C=C1)C)OC 4-((3-(5-methylpyrimidin-2-yl)-2-methoxyphenyl)amino)-N-methylpyrimidin